4-(3-isopropyl-5-(4-(1-isopropylpiperidin-4-yl)piperazin-1-yl)-6-methyl-1H-indol-2-yl)-1H-pyrazolo[3,4-b]pyridine C(C)(C)C1=C(NC2=CC(=C(C=C12)N1CCN(CC1)C1CCN(CC1)C(C)C)C)C1=C2C(=NC=C1)NN=C2